C(N)(=O)C=1C(=NN(C1)C1(CCN(CC1)CC1=C(C=C(C(=C1)O)C1=CC=CC=C1)F)CC#N)NC(OC)=O methyl N-[4-carbamoyl-1-[4-(cyanomethyl)-1-[(2-fluoro-5-hydroxy-4-phenyl-phenyl)methyl]-4-piperidyl]pyrazol-3-yl]carbamate